FC=1C(=C(C=CC1F)N1CCN(CC1)C(CN1N=C(C2=C1CCC2)C(=O)N2C[C@H](O[C@H](C2)C)C)=O)C 1-[4-(3,4-Difluoro-2-methylphenyl)piperazin-1-yl]-2-{3-[(2R,6S)-2,6-dimethylmorpholin-4-carbonyl]-5,6-dihydrocyclopenta[c]pyrazol-1(4H)-yl}ethan-1-on